3-(3-Fluoroazetidin-1-yl)-7-(1-methyl-1H-pyrazol-4-yl)benzo[4,5]imidazo[1,2-a]pyridine FC1CN(C1)C1=CC=2N(C=C1)C1=C(N2)C=C(C=C1)C=1C=NN(C1)C